butyl-di-(1-octyl)phosphine C(CCC)P(CCCCCCCC)CCCCCCCC